N1(N=NC=C1)C1=CC=C(C=N1)CN1C(C(N(CC1)C12CC(C1)C2)=O)=O 1-((6-(1H-1,2,3-triazol-1-yl)pyridin-3-yl)methyl)-4-(bicyclo[1.1.1]pentan-1-yl)piperazine-2,3-dione